COC=1C(=C2C(=CN1)NC(=C2)C(=O)O)C(F)(F)F 5-methoxy-4-(trifluoromethyl)-1H-pyrrolo[2,3-c]pyridine-2-carboxylic acid